C1(=CC=CC=C1)CC1=C(C(=C(C=C1)O)CC1=CC=CC=C1)CC1=CC=CC=C1 tri(phenylmethyl)phenol